(S)-2-((1-(2-(2-methylazetidin-1-yl)-6-(trifluoromethyl)pyrimidin-4-yl)azetidin-3-yl)oxy)-1-(piperazin-1-yl)ethan-1-one C[C@@H]1N(CC1)C1=NC(=CC(=N1)N1CC(C1)OCC(=O)N1CCNCC1)C(F)(F)F